5-(3,3-dimethyl-2-oxo-1-(pyrimidin-2-yl)indolin-4-yl)-N-(pyrimidin-5-yl)-2-(trifluoromethyl)benzamide CC1(C(N(C2=CC=CC(=C12)C=1C=CC(=C(C(=O)NC=2C=NC=NC2)C1)C(F)(F)F)C1=NC=CC=N1)=O)C